(S)-3-(4-((2,3-dihydrobenzo[b][1,4]dioxin-2-yl)methyl)piperazin-1-yl)-1,5-dimethyl-1H-pyrazole-4-carboxylic acid ethyl ester C(C)OC(=O)C=1C(=NN(C1C)C)N1CCN(CC1)C[C@H]1COC2=C(O1)C=CC=C2